FC=1C=C(C=NC1)C1=NC=2N(C(=C1)O)N=CC2C 5-(5-fluoro-3-pyridinyl)-3-methyl-pyrazolo[1,5-a]Pyrimidin-7-ol